1-methyl-5-n-butyl-styrene CC1(C=C)CC=CC(=C1)CCCC